C1(=CC=CC=C1)S(=O)(=O)C[C@H](O)C1=CC=C(C=C1)OC |r| racemic-2-benzenesulfonyl-1-(4-methoxyphenyl)ethanol